BrC1=NC=C(C=N1)OCOC 2-bromo-5-(methoxymethoxy)pyrimidine